ClC1=C(C=C(C=C1)F)C1NC(C2=C1C(=CC1=C(N(N=C21)C)CC2C(CC2)=O)NC(C2=CC(=CC(=C2)C(F)(F)F)F)=O)=O N-[6-(2-chloro-5-fluorophenyl)-2-methyl-8-oxo-3-[(2-oxocyclobutyl)methyl]-7,8-dihydro-6H-pyrrolo[4,3-g]indazol-5-yl]-3-fluoro-5-(trifluoromethyl)benzamide